FC(C=1C=C(C=C(C1)C(F)(F)F)C1=C(C=CC=C1)NC1=C(C=CC=C1)C1=CC(=CC(=C1)C(F)(F)F)C(F)(F)F)(F)F bis(3',5'-bistrifluoromethyl-1,1'-biphenylyl)amine